2-(3-(3'-ethyl-6-fluoro-[1,1'-biphenyl]-3-yl)-4-(4-sulfamoylbenzyl)-1H-pyrazol-1-yl)thiazole-4-carboxylic acid C(C)C=1C=C(C=CC1)C1=CC(=CC=C1F)C1=NN(C=C1CC1=CC=C(C=C1)S(N)(=O)=O)C=1SC=C(N1)C(=O)O